Cl.FC(C=1C=C2C(=CN1)[C@@H]1NCCC[C@@H]1O2)(F)F (4aS,9bS)-7-(trifluoromethyl)-1,2,3,4,4a,9b-hexahydrofuro[3,2-b:4,5-c']dipyridine hydrochloride